C(C=C)(=O)N1[C@@H](COCC1)C=1C=C(C=C(C1)Cl)C=1C=C(C(=O)N)C=CN1 (R)-2-(3-(4-acryloylmorpholin-3-yl)-5-chlorophenyl)isonicotinamide